ClC1=CC(=CC2=C1N=C(S2)C=2C=C(C=C1C=NC(=NC21)NC)C)Cl 8-(4,6-Dichlorobenzo[d]thiazol-2-yl)-N,6-dimethylquinazolin-2-amine